4-(((4,4-dimethylpiperidin-1-yl)methyl)-2,5-difluorophenyl)-1,4,9-triazaspiro[5.5]undecan-2-one CC1(CCN(CC1)CC=1C(=C(C=C(C1)F)N1CC(NC2(C1)CCNCC2)=O)F)C